5-(3-benzyl-1-((2-methyl-2H-1,2,3-triazol-4-yl)sulfonyl)pyrrolidin-3-yl)-1-(4-fluorophenyl)-1H-indazole-6-carbonitrile C(C1=CC=CC=C1)C1(CN(CC1)S(=O)(=O)C1=NN(N=C1)C)C=1C=C2C=NN(C2=CC1C#N)C1=CC=C(C=C1)F